ClC1=CC=C(C=N1)C(C(C(=O)OCC)C)NC(CC(=O)OCC)=O ethyl 3-(6-chloro-3-pyridyl)-3-[(3-ethoxy-3-oxo-propanoyl)amino]-2-methyl-propanoate